ClC=1C=C(C=C(C1N[C@@H](CSC1=CC=C(C=C1)F)[C@@H](CN(C)C)F)C#N)S(=O)(=O)NC(=O)[C@@]1(OCCCC1)C (R)-N-((3-CHLORO-5-CYANO-4-(((2R,3R)-4-(DIMETHYLAMINO)-3-FLUORO-1-((4-FLUOROPHENYL)THIO)BUTAN-2-YL)AMINO)PHENYL)SULFONYL)-2-METHYLTETRAHYDRO-2H-PYRAN-2-CARBOXAMIDE